6-(4-bromobenzyl)-4-methyl-4,6-diazaspiro[2.4]heptane-5,7-dione BrC1=CC=C(CN2C(N(C3(CC3)C2=O)C)=O)C=C1